C(C)OC(=O)C1NCOC1 oxazolidine-4-carboxylic acid ethyl ester